(S)-2-(3-(4-Bromo-2,3,6-trifluorophenyl)-3-oxopropyl)morpholine-4-carboxylate BrC1=C(C(=C(C(=C1)F)C(CC[C@H]1CN(CCO1)C(=O)[O-])=O)F)F